N-(7-(6-(4-hydroxybutanoyl)-4-methylpyridin-3-yl)-2,6-naphthyridin-3-yl)cyclopropanecarboxamide OCCCC(=O)C1=CC(=C(C=N1)C1=NC=C2C=C(N=CC2=C1)NC(=O)C1CC1)C